(S)-5-((4-bromophenyl)thio)-2-cyclopentyl-6-hydroxy-1-(1-phenylpropyl)pyrimidin-4(1H)-one BrC1=CC=C(C=C1)SC=1C(N=C(N(C1O)[C@@H](CC)C1=CC=CC=C1)C1CCCC1)=O